(4R,6R)-4-Amino-6-hydroxy-heptanoic acid N[C@H](CCC(=O)O)C[C@@H](C)O